S1C(=CC=C1)C(C#C)(O)C=1SC=CC1 1,1-di(2-thienyl)prop-2-yne-1-ol